C12C(CC(CC1)O2)NC=2N=NC(=C1C2C=NC=C1)C1=C(C=C(C=C1)C(F)(F)F)O 2-(4-((7-oxabicyclo[2.2.1]heptan-2-yl)amino)pyrido[3,4-d]pyridazin-1-yl)-5-(trifluoromethyl)phenol